C12(CC3CC(CC(C1)C3)C2)C(C)NC(=O)[C@]2(C=3C=CC=NC3[C@H](CC2)O)F (5S,8S)-N-(1-(adamantan-1-yl)ethyl)-5-fluoro-8-hydroxy-5,6,7,8-tetra-hydroquinoline-5-carboxamide